L-2,9-dimethyl-4,7-diphenyl-1,10-phenanthroline CC1=NC2=C3N=C(C=C(C3=CC=C2C(=C1)C1=CC=CC=C1)C1=CC=CC=C1)C